(S)-1-(5,6-dimethylpyridin-3-yl)-3-(isoquinolin-4-yl)-2-oxoimidazolidine-4-carbonitrile CC=1C=C(C=NC1C)N1C(N([C@@H](C1)C#N)C1=CN=CC2=CC=CC=C12)=O